dichlorophosphinic acid phenyl ester C1(=CC=CC=C1)OP(=O)(Cl)Cl